C(CO)N1C(=S)N=NN1.[Na] 1-(2-Hydroxyethyl)-1H-tetrazol-5-ylthiol sodium salt